C1(CCCCC1)CC(C(=O)N)(C)C1=CC(=CC=C1)C1=NN(C(C2=CC=CC=C12)=O)C1=C(C=C(C=C1)F)F cyclohexyl-2-(3-(3-(2,4-difluorophenyl)-4-oxo-3,4-dihydro-phthalazin-1-yl)phenyl)-2-methylpropanamide